N-benzyl-5-methyl-1-tetrahydropyran-2-yl-indazol-4-amine C(C1=CC=CC=C1)NC=1C=2C=NN(C2C=CC1C)C1OCCCC1